O1CCC(CC1)[C@H]1[C@@H](C1)C(=O)O trans-2-(tetrahydro-2H-pyran-4-yl)-cyclopropanecarboxylic acid